C(CCCCCCC(=O)[O-])(=O)OOC(C)C isopropoxy suberate